BrC=1C=NC(=NC1)SC 5-Bromo-2-(methylthio)pyrimidine